CC(C)(OC(C(CCC(NCCOCCOCCOCCC(=O)O)=O)N1CCN(CCN(CCN(CC1)CC(OC(C)(C)C)=O)CC(OC(C)(C)C)=O)CC(=O)OC(C)(C)C)=O)C 2,2-dimethyl-4,8-dioxo-5-(4,7,10-tris(2-(tert-butoxy)-2-oxoethyl)-1,4,7,10-tetraazacyclododecan-1-yl)-3,12,15,18-tetraoxa-9-azahenicosan-21-oic acid